Methyl (R)-2-allyl-1-((tert-butoxycarbonyl)glycyl)pyrrolidine-2-carboxylate C(C=C)[C@@]1(N(CCC1)C(CNC(=O)OC(C)(C)C)=O)C(=O)OC